methyl 2-{[{6-[5-(difluoromethyl)-1,3,4-oxadiazol-2-yl]-1-oxo-1,3-dihydro-2H-isoindol-2-yl}(methyl)amino]methyl}benzoate FC(C1=NN=C(O1)C1=CC=C2CN(C(C2=C1)=O)N(C)CC1=C(C(=O)OC)C=CC=C1)F